OC1=C(C(=O)[O-])C(=CC(=C1)OCC1=CC=CC=C1)O 2,6-dihydroxy-4-benzyloxybenzoate